CN([C@@H](C(C)C)C(=O)O)C(=O)C1CN(C1)C(=O)C1[N@](C1)C(C1=CC=CC=C1)(C1=CC=CC=C1)C1=CC=CC=C1 N-methyl-N-(1-((S)-1-trityl-aziridine-2-carbonyl)azetidine-3-carbonyl)-L-valine